(S)-3-methyl-3-(5-(2-((4-(trifluoromethyl)phenyl)amino)phenyl)-1,3,4-oxadiazol-2-yl)pyrrolidin-2-one C[C@@]1(C(NCC1)=O)C=1OC(=NN1)C1=C(C=CC=C1)NC1=CC=C(C=C1)C(F)(F)F